N1-(2-cyanophenyl)-N2-((S)-4-methyl-1-oxo-1-(((S)-3-oxo-1-((S)-2-oxopyrrolidin-3-yl)-4-(2,3,5,6-tetrafluorophenoxy)butan-2-yl)amino)pentan-2-yl)oxalamide C(#N)C1=C(C=CC=C1)NC(C(=O)N[C@H](C(N[C@@H](C[C@H]1C(NCC1)=O)C(COC1=C(C(=CC(=C1F)F)F)F)=O)=O)CC(C)C)=O